FC1(CN(C1)C1=CC(=CC(=N1)C=1N=NN(C1)C1=C(C=C(C=C1)NS(=O)(=O)CCO)N1CCCCC1)C)F N-(4-(4-(6-(3,3-difluoroazetidin-1-yl)-4-methylpyridin-2-yl)-1H-1,2,3-triazol-1-yl)-3-(piperidin-1-yl)phenyl)-2-hydroxyethane-1-sulfonamide